6-(2-(3-Chloro-4-fluorophenyl)-5,6-dihydro-4H-pyrrolo[1,2-b]pyrazol-3-yl)quinoxaline ClC=1C=C(C=CC1F)C=1C(=C2N(N1)CCC2)C=2C=C1N=CC=NC1=CC2